N[C@@H]1[C@@H](OCC12CCN(CC2)C=2N=CC(=NC2)SC=2C(=C(C=CC2)NC(=O)NS(=O)(=O)C=2C=NN(C2)C)Cl)C N-((3-((5-((3S,4S)-4-amino-3-methyl-2-oxa-8-aza-spiro[4.5]decan-8-yl)pyrazin-2-yl)thio)-2-chloro-phenyl)carbamoyl)-1-methyl-1H-pyrazole-4-sulfonamide